NN1C(OCC1)=O anti-amino-2-oxazolidinone